O1C(C1)O oxiranol